CCC(CC)OOC(CCCCCCCCCCCCCCCCC)=O octadecanoic acid 3-pentyloxy ester